α-hydroxyacetate OCC(=O)[O-]